3-cyclopropylurea C1(CC1)NC(N)=O